4-methoxybenzyl-amine COC1=CC=C(CN)C=C1